3-(2-cyanobenzyloxy)-N-(pyridin-3-yl)thiophene-2-carboxamide C(#N)C1=C(COC2=C(SC=C2)C(=O)NC=2C=NC=CC2)C=CC=C1